CN(CCNC1=C2C(=NC(=N1)C1=CC=C(C=C1)NS(=O)(=O)C=1C=NC=CC1)NN=C2C)C N-[4-(4-[[2-(dimethylamino)ethyl]amino]-3-methyl-1H-pyrazolo[3,4-d]pyrimidin-6-yl)phenyl]pyridine-3-sulfonamide